COC1=C(CN(S(=O)(=O)C2=NC=NS2)C2=CC(=C(C(=O)O)C=C2F)F)C=CC(=C1)OC 4-(N-(2,4-dimethoxybenzyl)-N-(1,2,4-thiadiazol-5-yl)sulfonylamino)-2,5-difluorobenzoic acid